(4-methoxybenzyl)amino-N-(methyl-d3)-4-((3-(methylthio)pyridin-2-yl)amino)pyridazine-3-carboxamide COC1=CC=C(CNC=2C(=C(N=NC2)C(=O)NC([2H])([2H])[2H])NC2=NC=CC=C2SC)C=C1